N1-(6-(((5-(2-aminopyridin-4-yl)-7H-pyrrolo[2,3-d]pyrimidin-4-yl)amino)methyl)pyridin-2-yl)-N1,N2-dimethylethane-1,2-diamine NC1=NC=CC(=C1)C1=CNC=2N=CN=C(C21)NCC2=CC=CC(=N2)N(CCNC)C